1-(4-Phenoxyphenyl)cyclopropanamine O(C1=CC=CC=C1)C1=CC=C(C=C1)C1(CC1)N